2,2,4-trimethyl-1,1-dioxo-thian CC1(S(CCC(C1)C)(=O)=O)C